N,N'-Bis(aminopropyl)-piperazin NCCCN1CCN(CC1)CCCN